FC1=C(C=CC(=C1C)F)C=1C=C2C(=NC1)N(C(N2CC2=NC=NC=C2)=O)C 6-(2,4-difluoro-3-methyl-phenyl)-3-methyl-1-(pyrimidin-4-ylmethyl)imidazo[4,5-b]pyridin-2-one